benzyl (2,2-dimethoxyethyl)carbamate COC(CNC(OCC1=CC=CC=C1)=O)OC